C(C1=CC=CC=C1)NC=1C=C2C(=NNC2=CC1)C=CC1=NC=CC=C1 N-benzyl-3-(2-(pyridin-2-yl)vinyl)-1H-indazol-5-amine